CC=1C(N(C(C1)=O)CC1=CC(=CC=C1)CN1C(C(=CC1=O)C)=O)=O 1,3-Bis((3-methyl-2,5-dioxopyrrol-1-yl)methyl)benzol